5-(benzyloxy)-4-(5-((4-(5-((tert-butoxycarbonyl)amino)-pentyl)piperazin-1-yl)methyl)isoindoline-2-carbonyl)-1,3-phenylene-bis(4-methylbenzene-sulfonate) C(C1=CC=CC=C1)OC=1C(=C(C=C(C1)C1=C(C=CC(=C1)C)S(=O)(=O)[O-])C1=C(C=CC(=C1)C)S(=O)(=O)[O-])C(=O)N1CC2=CC=C(C=C2C1)CN1CCN(CC1)CCCCCNC(=O)OC(C)(C)C